NC1=NC=C(C2=C1C=NN2)NC(C(=O)N(CC2=NC=CC=C2)CC(CC)C)=O N1-(4-amino-1H-pyrazolo[4,3-c]pyridin-7-yl)-N2-(2-methylbutyl)-N2-(pyridin-2-ylmethyl)oxalamide